FC1(CC(C1)N(C(=O)OCC1=C(N=NN1C)C1=CC=C(C(=N1)C)N1C[C@H](CC(C1)(F)F)CC(=O)O)C)F (S)-2-(1-(6-(5-((((3,3-difluorocyclobutyl)(methyl)carbamoyl)oxy)methyl)-1-methyl-1H-1,2,3-triazol-4-yl)-2-methylpyridin-3-yl)-5,5-difluoropiperidin-3-yl)acetic acid